O1CCOCCOCCOCCOCC1 1,4,7,10,13-Pentaoxa-cyclopentadecane